(2S)-N-(4-fluorophenyl)-2-{1-[(2S)-2-methoxypropanoyl]-1,2,3,4-tetrahydroquinolin-6-yl}propanamide FC1=CC=C(C=C1)NC([C@@H](C)C=1C=C2CCCN(C2=CC1)C([C@H](C)OC)=O)=O